CC1(OC[C@@H](O1)CNC(=O)C=1C2=C(SC1NC1=C(C=C(C=C1)I)F)C(CCC2)=O)C (S)-N-((2,2-dimethyl-1,3-dioxolan-4-yl)methyl)-2-((2-fluoro-4-iodophenyl)amino)-7-oxo-4,5,6,7-tetrahydrobenzo[b]thiophene-3-carboxamide